C1(=CC=CC=C1)CC(CC1=CC=CC=C1)NC1=CC=CC=C1 (R)-N-(1-phenyl-3-phenyl-2-propyl)aniline